C(C1=CC=CC=C1)OC1=C(C(=C(C(=O)OC2=C(C(=C(C(=O)OCOC)C(=C2C)C)C)C)C(=C1)C)C=C)C methoxymethyl 4-((4-(benzyloxy)-3,6-dimethyl-2-vinylbenzoyl)oxy)-2,3,5,6-tetramethylbenzoate